3α,7β-dihydroxy-cholanic acid O[C@H]1CC2C[C@@H]([C@H]3[C@@H]4CC[C@H]([C@@H](CCC(=O)O)C)[C@]4(CC[C@@H]3[C@]2(CC1)C)C)O